benzyl N-[3-(6-amino-2-bromo-3,4-difluoro-anilino)-2-hydroxy-propyl]carbamate NC1=CC(=C(C(=C1NCC(CNC(OCC1=CC=CC=C1)=O)O)Br)F)F